Tri-iso-decylphosphit C(CCCCCCC(C)C)OP(OCCCCCCCC(C)C)OCCCCCCCC(C)C